molybdenum nitrogen [N].[Mo]